(3,5-dichloro-4-((2-methoxy-1-(1-methylcyclopropyl)-1H-benzo[d]imidazol-6-yl)oxy)phenyl)-5-oxo-4,5-dihydro-1,2,4-oxadiazole-3-carboxamide ClC=1C=C(C=C(C1OC=1C=CC2=C(N(C(=N2)OC)C2(CC2)C)C1)Cl)N1C(=NOC1=O)C(=O)N